(S)-4-(5-(5-bromo-3-(3-((tert-butyldiphenylsilyl)oxy)-2,2-dimethylpropyl)-1-ethyl-1H-indol-2-yl)-6-(1-methoxyethyl)pyridin-3-yl)piperazine-1-carboxylic acid phenylmethylbenzyl ester C1(=CC=CC=C1)CC(C1=CC=CC=C1)OC(=O)N1CCN(CC1)C=1C=NC(=C(C1)C=1N(C2=CC=C(C=C2C1CC(CO[Si](C1=CC=CC=C1)(C1=CC=CC=C1)C(C)(C)C)(C)C)Br)CC)[C@H](C)OC